C(C)(C)(C)OC(=O)NCCCN(C(OC(C)(C)C)=O)C1CN(C(C1)=O)C1=CC=C(C=C1)S(=O)(=O)N1CCNCC1 Tert-butyl N-[3-(tert-butoxycarbonylamino)propyl]-N-[5-oxo-1-(4-piperazin-1-ylsulfonylphenyl)pyrrolidin-3-yl]carbamate